CC1=C(C(O)=CC=C1)O 3-Methyl-catechol